2-[(dimethylamino)methyl]-5-(2-(4,4,5,5-tetramethyl-1,3,2-dioxaborolan-2-yl)ethyl)cyclohexane-1-carboxamide CN(C)CC1C(CC(CC1)CCB1OC(C(O1)(C)C)(C)C)C(=O)N